N1-(1-(3-chloro-2-fluorophenyl)-2,2,3,3,3-pentafluoropropyl)-N1-cyclopropylethane-1,2-diamine TFA salt OC(=O)C(F)(F)F.ClC=1C(=C(C=CC1)C(C(C(F)(F)F)(F)F)N(CCN)C1CC1)F